tert-Butyl 3-(N-Butyl-N-pentadecylamino)-7-methoxy-10H-phenothiazin-10-carboxylate C(CCC)N(CCCCCCCCCCCCCCC)C=1C=CC=2N(C3=CC=C(C=C3SC2C1)OC)C(=O)OC(C)(C)C